IC1=NN(C(=C1)C1C2CC(CC12)=O)C(C)C 6-(3-iodo-1-isopropyl-1H-pyrazol-5-yl)bicyclo[3.1.0]hexan-3-one